morphinan-3-carboxamide C1=CC(=CC=2[C@@]34CCCC[C@H]3[C@@H](CC12)NCC4)C(=O)N